O1CCCC2=CC=CC(=C12)C=O CHROMAN-8-CARBALDEHYDE